N,N,N',N',N'',N''-Hexamethyl-1,3,5-triazine-1,3,5(2H,4H,6H)-tripropanamine CN(CCCN1CN(CN(C1)CCCN(C)C)CCCN(C)C)C